(7R)-6,6,9-Trimethyl-3-pentyl-6a,7,8,10a-tetrahydrobenzo[c]chromene-1,7-diol CC1(OC=2C=C(C=C(C2C2C1[C@@H](CC(=C2)C)O)O)CCCCC)C